ClC1=NC=C(C(=C1)N1CCC(CC1)(F)CN(C)C)C#CC=1C=NN(C1)C1CC1 1-(1-(2-Chloro-5-((1-cyclopropyl-1H-pyrazol-4-yl)ethynyl)pyridin-4-yl)-4-fluoropiperidin-4-yl)-N,N-dimethylmethanamine